FC1=CC2=C(C[Se](C2)=O)C=C1 5-fluoro-1,3-dihydrobenzo[c]selenophen-2-oxide